F[C@@H]1C[C@H](N(C1)C(=O)C1=CN=CO1)C(=O)N[C@H](C1=CC=C(C=C1)C(C)C)C1=CC=CC=C1 (2S,4R)-4-fluoro-1-(1,3-oxazole-5-carbonyl)-N-[(S)-phenyl[4-(propan-2-yl)phenyl]methyl]pyrrolidine-2-carboxamide